ClCC=CC 1-chloro-2-butene